n-propyl salicylate carbonate C(O)(O)=O.C(C=1C(O)=CC=CC1)(=O)OCCC